(S)-(4-(3-chloro-2-(cyclopropylcarbamoyl)phenyl)-3-oxobutan-2-yl)carbamic acid tert-butyl ester C(C)(C)(C)OC(N[C@@H](C)C(CC1=C(C(=CC=C1)Cl)C(NC1CC1)=O)=O)=O